2-(4-chlorophenyl)-2-propanol ClC1=CC=C(C=C1)C(C)(C)O